1-(4-(6-chloro-7-(2,5-dichloro-phenyl)quinazolin-4-yl)piperazin-1-yl)prop-2-en-1-one ClC=1C=C2C(=NC=NC2=CC1C1=C(C=CC(=C1)Cl)Cl)N1CCN(CC1)C(C=C)=O